4-(5-cyclopropyl-1,2-oxazol-3-yl)-N-{2-fluoro-6-[4-(propan-2-yl)piperazin-1-yl]phenyl}-4-methyl-Piperidine-1-carboxamide pyrimidine-2-carboxylate N1=C(N=CC=C1)C(=O)O.C1(CC1)C1=CC(=NO1)C1(CCN(CC1)C(=O)NC1=C(C=CC=C1N1CCN(CC1)C(C)C)F)C